di(1-ethylindenyl)zirconium C(C)C1C(=CC2=CC=CC=C12)[Zr]C=1C(C2=CC=CC=C2C1)CC